Cl.FC=1C=C(C=C(C1)F)CC=1C=C2C(=NNC2=CC1)NC(=O)C1=C(C=C(C=C1)N1CCN(CC1)C(CCC(=O)O)=O)NC1CCOCC1 4-[4-[4-[[5-[(3,5-difluorophenyl)methyl]-1H-indazol-3-yl]carbamoyl]-3-(tetrahydropyran-4-ylamino)phenyl]piperazin-1-yl]-4-oxo-butanoic acid hydrochloride